NC1=NC=C(C=C1OC=1C=CC(=C(C1)NC(=O)NC1=CC=C(C=C1)C)Cl)Cl 1-(5-((2-amino-5-chloropyridin-3-yl)oxy)-2-chlorophenyl)-3-(4-tolyl)urea